C(=O)(OC(C)(C)C)NC(=NC(=O)OC(C)(C)C)N1N=CC=C1 N,N'-Di-Boc-pyrazole-1-carboxamidine